C(C)C1=C(N)C=CC(=C1)C1CN(CC1)C 2-ethyl-4-(1-methylpyrrolidin-3-yl)aniline